COC1=CC2=C(C=C1)C3=C(C[C@H]4CCCN4C3)C5=CC(=C(C=C52)OC)OC The molecule is an organic heteropentacyclic compound that is (13aR)-9,11,12,13,13a,14-hexahydrodibenzo[f,h]pyrrolo[1,2-b]isoquinoline substituted at positions 2, 3 and 6 by methoxy groups. It is an alkaloid produced by relatives of the milkweed family and exhibits antiviral, anti-inflammatory, antiadipogenic and antitumorigenic activities. It has a role as an antineoplastic agent, a plant metabolite, a phytotoxin, an antimicrobial agent, an anti-inflammatory agent, an antiviral agent and an angiogenesis inhibitor. It is an organic heteropentacyclic compound, an aromatic ether, an alkaloid and an alkaloid antibiotic.